OC=1C=C(C=CC1N)C1=CC(=C(N)C=C1)O 3,3'-Dihydroxybenzidine